ClC=1C=C2C[C@H](COC2=CC1)C(=O)C1=CN(C2=CC(=CC=C12)C=1C=NNC1OC)CCN(C)C (R)-(6-Chlorochroman-3-yl)-[1-[2-(dimethylamino)ethyl]-6-(5-methoxy-1H-pyrazol-4-yl)indol-3-yl]methanone